3-(5'-benzyl-2'-carbamoyl-[1,1'-biphenyl]-3-yl)-2-methylpropanoic acid C(C1=CC=CC=C1)C=1C=CC(=C(C1)C1=CC(=CC=C1)CC(C(=O)O)C)C(N)=O